vinyl-tri(beta-methyl-ethoxy)silane C(=C)[Si](OCCC)(OCCC)OCCC